N1(C=CC=C1)C1=CN(C2=CC=CC=C12)C(C(=O)O)C 2-(3-pyrrol-1-ylindol-1-yl)propanoic acid